7-chloro-6-(2,6-difluorophenyl)-1-methyl-8-vinyl-4H-[1,2,4]triazolo[4,3-a][1,4]benzodiazepine ClC1=C(C=CC2=C1C(=NCC=1N2C(=NN1)C)C1=C(C=CC=C1F)F)C=C